C[C@@H]1C[C@H](OC=2CCCC(C12)=O)CCC (2R,4R)-4-methyl-2-propyl-2,3,4,6,7,8-hexahydro-5H-chromen-5-one